(2S,3S,4R,5R)-5-(2-(5-fluoropyridin-3-yl)-6-(((6-(trifluoromethyl)pyridin-2-yl)methyl)amino)-9H-purin-9-yl)-3,4-dihydroxyl-N-methyltetrahydrofuran-2-carboxamide FC=1C=C(C=NC1)C1=NC(=C2N=CN(C2=N1)[C@H]1[C@@H]([C@@H]([C@H](O1)C(=O)NC)O)O)NCC1=NC(=CC=C1)C(F)(F)F